(R)-4-(trifluoromethyl)-7-((S)-2-(4-(5-(trifluoromethyl)pyrimidin-2-yl)piperazine-1-carbonyl)morpholino)-2,5,6,7-tetrahydro-3H-cyclopenta[c]pyridazin-3-one FC(C1=C2C(=NNC1=O)[C@@H](CC2)N2C[C@H](OCC2)C(=O)N2CCN(CC2)C2=NC=C(C=N2)C(F)(F)F)(F)F